CC(O)N=NCO Methyl-azocarbinol